(1S,3S)-N1-(5-(2-fluoro-6-(trifluoromethoxy)phenyl)pyridin-2-yl)cyclopentane-1,3-diamine FC1=C(C(=CC=C1)OC(F)(F)F)C=1C=CC(=NC1)N[C@@H]1C[C@H](CC1)N